(E)-but-2-enedioic acid dipentyl ester C(CCCC)OC(\C=C\C(=O)OCCCCC)=O